ClC=1C=C2C3(C(N(C2=CC1)C1=CC=C(C=C1)C[C@@H](C(=O)O)NC(C1=C(C=CC=C1F)Cl)=O)=O)CC3 (S)-3-(4-(5'-chloro-2'-oxospiro[cyclopropane-1,3'-indolin]-1'-yl)phenyl)-2-(2-chloro-6-fluorobenzamido)propionic acid